C(C)(C)N1N=CC=C1C1=CC=C(CN2C3=NC(=NC=C3NC2=O)C2=C(C=CC=C2)C(C)C)C=C1 9-(4-(1-isopropyl-1H-pyrazol-5-yl)benzyl)-2-(2-isopropylphenyl)-7,9-dihydro-8H-purin-8-one